FC1=CN=C2N1N=C(C=C2[C@@H]2[C@H](C2)C2=CC=C1C3(C(N(C1=C2)CC2(CC2)F)=O)CC3)C=3C(NC(NC3)=O)=O 5-(3-fluoro-8-((1S,2S)-2-(1'-((1-fluorocyclopropyl)methyl)-2'-oxospiro[cyclopropane-1,3'-indolin]-6'-yl)cyclopropyl)imidazo[1,2-b]pyridazin-6-yl)pyrimidine-2,4(1H,3H)-dione